O=C1NCCC2=C1C=C(N2)C2=C(C=NC=C2)OC[C@@H]2N([C@H]1CC[C@@H]2C1)C(=O)OC(C)(C)C tert-butyl (1S,3R,4R)-3-{[(4-{4-oxo-1H,5H,6H,7H-pyrrolo[3,2-c]pyridin-2-yl}pyridin-3-yl)oxy]methyl}-2-azabicyclo[2.2.1]heptane-2-carboxylate